tert-butyl(2-amino-4,5,6,7-tetrahydrobenzo[d]thiazol-6-yl)(propyl)carbamate C(C)(C)(C)OC(N(CCC)C1CC2=C(N=C(S2)N)CC1)=O